(R)-8-methoxy-N-(1-(6-methylpyridazin-3-yl)ethyl)-6-(5-methylthiazol-2-yl)quinazolin-4-amine COC=1C=C(C=C2C(=NC=NC12)N[C@H](C)C=1N=NC(=CC1)C)C=1SC(=CN1)C